tert-Butyl 9-(2-fluoro-2-methylpropyl)-3,9-diazaspiro[5.5]undecane-3-carboxylate FC(CN1CCC2(CCN(CC2)C(=O)OC(C)(C)C)CC1)(C)C